BrC=1C(=NNC1C)N1C(CN(CC1)C(=O)OCC[Si](C)(C)C)(C)C 2-(Trimethylsilyl)ethyl 4-(4-bromo-5-methyl-1H-pyrazol-3-yl)-3,3-dimethylpiperazine-1-carboxylate